(2E)-2,3-dibromobut-2-ene-1,4-diyl dibutanoate C(CCC)(=O)OC/C(=C(/COC(CCC)=O)\Br)/Br